CS(=O)(=O)O[C@@H]1CC2(CN(C2)C(=O)OC(C)(C)C)CC1 tert-butyl (6S)-6-[(methylsulfonyl)oxy]-2-azaspiro[3.4]octane-2-carboxylate